FC1=C(C(=NC(=C1N)C1=CC=C2C=CNC2=C1F)C(=O)O)F 4-fluoro-amino-3-fluoro-6-(7-fluoro-1H-indol-6-yl)pyridine-2-carboxylic acid